methyl 1-((2-bromo-3-(methoxymethoxy)-6-(methylthio)pyridin-4-yl)oxy)cyclopropane-1-carboxylate BrC1=NC(=CC(=C1OCOC)OC1(CC1)C(=O)OC)SC